(S)-3-(5-((14-Azido-3,6,9,12-tetraoxatetradecyl)oxy)pyridin-3-yl)-4-(methyl(4-(5,6,7,8-tetrahydro-1,8-naphthyridin-2-yl)butyl)amino)butanoic acid N(=[N+]=[N-])CCOCCOCCOCCOCCOC=1C=C(C=NC1)[C@H](CC(=O)O)CN(CCCCC1=NC=2NCCCC2C=C1)C